ClC1=C(C=CC=C1)C1=CC=NC2=CC(=CC=C12)OC(C(=O)N(C)C)C 2-[[4-(2-chlorophenyl)-7-quinolyl]oxy]-N,N-dimethyl-propanamide